CC1=NC(=NC(=C1)NC)NC=1C=C(C2=C(OCCO2)C1)C=1CCCN(CC1)C(=O)OC(C)(C)C tert-butyl 5-[7-[[4-methyl-6-(methylamino)pyrimidin-2-yl]amino]-2,3-dihydro-1,4-benzodioxin-5-yl]-2,3,4,7-tetrahydroazepine-1-carboxylate